7-(5-(4-(3-fluorophenyl)-3,4-dihydro-1H-benzo[4,5]imidazo[2,1-c][1,4]oxazin-7-yl)pyrimidin-2-yl)-7-azaspiro[3.5]nonan-2-ol FC=1C=C(C=CC1)C1N2C(COC1)=NC1=C2C=C(C=C1)C=1C=NC(=NC1)N1CCC2(CC(C2)O)CC1